Cl.NC1C(NC(CC1)=O)=O 3-aminopiperidine-2,6-dione-HCl